NCCCCCNC(CN1CCC(CC1)NC1=C2C=C(N(C2=CC=C1)CC(F)(F)F)C#CCNC1=CC=C(C=C1)S(=O)(=O)C)=O N-(5-aminopentyl)-2-{4-[(2-{3-[(4-methanesulfonylphenyl)amino]prop-1-yn-1-yl}-1-(2,2,2-trifluoroethyl)-1H-indol-4-yl)amino]piperidin-1-yl}acetamide